ClC=1C(=NC=CC1)C(C)(C)NC1=NC=C(C=N1)C(=O)N 2-{[1-(3-chloro(2-pyridyl))-isopropyl]amino}pyrimidine-5-carboxamide